COC(=O)N1CC(C1)C=1OC=C(N1)C1=CC(=C(C(=C1)NC(=O)C1=CN=C2N1C=CC=C2)C)F 3-(4-(3-fluoro-5-(imidazo[1,2-a]pyridine-3-carboxamido)-4-methylphenyl)oxazol-2-yl)azetidine-1-carboxylic acid methyl ester